5-bromo-1-cyclopropyl-4-fluoro-1H-indazole BrC=1C(=C2C=NN(C2=CC1)C1CC1)F